C(C)OC(C(C(CC1=CC=C(C=C1)CN1CCCC1)C1=NC(=NC(=C1[N+](=O)[O-])N(CC1=CC=C(C=C1)OC)CC1=CC=C(C=C1)OC)OCCCC)O)=O 3-(6-(bis(4-methoxybenzyl)amino)-2-butoxy-5-nitropyrimidin-4-yl)-2-hydroxy-4-(4-(pyrrolidin-1-ylmethyl)phenyl)butyric acid ethyl ester